BrBr diBromine